P(=O)(OC)(OC1CCCCC1)O methyl cyclohexyl hydrogen phosphate